(1S,2R,4R)-1,3,3-trimethylbicyclo[2.2.1]heptan-2-ol C[C@]12[C@H](C([C@H](CC1)C2)(C)C)O